C(=C)[Si](OCCCCCCCC)(OC)OC vinyldimethoxy-octyloxysilane